2-chloro-4-methyl-5-(2-nitrophenyl)pyrimidine ClC1=NC=C(C(=N1)C)C1=C(C=CC=C1)[N+](=O)[O-]